NC1=C2N=C(N(C2=NC(=N1)OCCCC)CC1=C(C=C(C=C1)C#CCO)OC)OC 3-(4-((6-amino-2-butoxy-8-methoxy-9H-purin-9-yl)methyl)-3-methoxy-phenyl)prop-2-yn-1-ol